ClC1=CC(=C(C=C1)C1=CC=C(C=C1)C(CCC)N1C=NC=C1C(=O)O)C 1-(1-(4'-chloro-2'-methyl-[1,1'-biphenyl]-4-yl)butyl)-1H-imidazole-5-carboxylic acid